3-(tert-Butyl)-N-(2-fluoro-4-(2-(3-propiolamidophenyl)-3H-imidazo[4,5-b]pyridin-7-yl)benzyl)-1,2,4-oxadiazole-5-carboxamide C(C)(C)(C)C1=NOC(=N1)C(=O)NCC1=C(C=C(C=C1)C1=C2C(=NC=C1)NC(=N2)C2=CC(=CC=C2)NC(C#C)=O)F